C(CCC)OC(CCCCC)=O Butylcaproat